C(C)C=1SC(=C(N1)C1=NC(=CC=C1)C)OC1=CC(=NC=C1)NC1=NC=C(C(=O)OCCN(C)C)C=C1 2-(dimethylamino)ethyl 6-((4-((2-ethyl-4-(6-methylpyridin-2-yl)thiazol-5-yl)oxy)pyridin-2-yl)amino)Nicotinate